C1(CCCCC1)CN1CC(CC1)NC(\C(=C\CCCCC(=O)NO)\COC1=CC=CC2=CC=CC=C12)=O (E)-N1-(1-(cyclohexylmethyl)pyrrolidin-3-yl)-N8-hydroxy-2-((naphthalen-1-yloxy)methyl)-2-octenediamide